1-(2,3-dihydro-1H-inden-5-yl)-2-((5-phenyl-4H-1,2,4-triazol-3-yl)thio)propan-1-one C1CCC2=CC(=CC=C12)C(C(C)SC1=NN=C(N1)C1=CC=CC=C1)=O